methyl 6-[(tert-butoxycarbonyl)amino]-5-methoxypyrazine-2-carboxylate C(C)(C)(C)OC(=O)NC1=C(N=CC(=N1)C(=O)OC)OC